C(C)(C)(C)OC(=O)N1C[C@H](C[C@@H](C1)F)NC1=NC2=C(C=C(C=C2C=N1)C1=C(C=C(C=C1)N)F)CC (3S,5S)-3-((6-(4-amino-2-fluorophenyl)-8-ethylquinazolin-2-yl)amino)-5-fluoropiperidine-1-carboxylic acid tert-butyl ester